O1CCC(CC1)N1C(C=C(C=C1)NC=1N=CC=2[C@]3(COC(C[C@H]3N(C2N1)C1=NC(=CC=C1)CNC)(C)C)C)=O 1-tetrahydropyran-4-yl-4-[[(1R,9R)-1,11,11-trimethyl-8-[6-(methylaminomethyl)-2-pyridyl]-12-oxa-4,6,8-triazatricyclo[7.4.0.02,7]trideca-2(7),3,5-trien-5-yl]amino]pyridin-2-one